1-[3-acetyl-5-chloro-6-[5-[(6-methylpyridazin-3-yl)amino]benzimidazol-1-yl]-2-pyridyl]-5-methyl-pyrazole-3-carbonitrile C(C)(=O)C=1C(=NC(=C(C1)Cl)N1C=NC2=C1C=CC(=C2)NC=2N=NC(=CC2)C)N2N=C(C=C2C)C#N